OC(COC1=NN2C(C(=CC=C2)C=2C=NC(=CC2)N2CC(C2)OC=2C=NC(=CC2)OC)=C1C#N)(C#C)C (2-hydroxy-2-methyl-but-3-ynyloxy)-4-[6-[3-[(6-methoxy-3-pyridinyl)oxy]azetidin-1-yl]-3-pyridinyl]pyrazolo[1,5-a]pyridine-3-carbonitrile